N1=C(C=CC=C1)C1(CC1)NC(=O)[C@@H]1CN(CC[C@H]1NC(=O)C1=NOC(=C1)C1=C(C=C(C=C1F)F)F)C1C(CCC1)C (3R,4R)-1-(2-methyl-cyclopentyl)-4-{[5-(2,4,6-trifluoro-phenyl)-isoxazole-3-carbonyl]-amino}-piperidine-3-carboxylic acid (1-pyridin-2-yl-cyclopropyl)-amide